4-(3-((5-(1,5-naphthyridin-4-yl)-1H-pyrazol-3-yl)amino)-7-fluoro-5H-pyrrolo[2,3-b]pyrazin-5-yl)piperidine-1-carboxylic acid tert-butyl ester C(C)(C)(C)OC(=O)N1CCC(CC1)N1C=C(C=2C1=NC(=CN2)NC2=NNC(=C2)C2=CC=NC1=CC=CN=C21)F